2'-methoxy-4-thiouridine CO[C@@]1([C@@H](O[C@@H]([C@H]1O)CO)N1C(=O)NC(=S)C=C1)O